5,6-dichloro-1'-(2-hydroxyacetyl)-4'-methylspiro[indoline-3,3'-pyrrolidin]-2-one ClC=1C=C2C(=CC1Cl)NC(C21CN(CC1C)C(CO)=O)=O